2-[4-(3,5-difluorophenyl)-6-oxo-3-(2,2,2-trifluoroethyl)pyridazin-1-yl]-N-(5-fluoropyrimidin-4-yl)acetamide FC=1C=C(C=C(C1)F)C=1C(=NN(C(C1)=O)CC(=O)NC1=NC=NC=C1F)CC(F)(F)F